COC(=O)[C@@H]1C[C@@H](CC1)NCC1CN(CCN1)C(=O)OC(C)(C)C tert-Butyl 3-((((1R,3S)-3-(methoxycarbonyl)-cyclopentyl)amino)methyl)piperazine-1-carboxylate